FC1(CCC(CC1)NCC1=CC=C(C=C1)C)F 4,4-difluoro-N-(4-methylbenzyl)cyclohexan-1-amine